trisilyl phosphite P(O[SiH3])(O[SiH3])O[SiH3]